3-bromo-5-chloro-1-ethyl-1H-pyrrolo[2,3-c]pyridine BrC1=CN(C2=CN=C(C=C21)Cl)CC